((R)-1-(2-(((1S,2R,4R)-7-oxabicyclo[2.2.1]heptan-2-yl)amino)-2-oxoacetamido)-2-(benzofuran-3-yl)ethyl)boronic acid [C@@H]12[C@@H](C[C@@H](CC1)O2)NC(C(=O)N[C@@H](CC2=COC1=C2C=CC=C1)B(O)O)=O